C(=O)O.C(C\C=C/CC)[Mg]Cl cis-3-hexenyl-magnesium chloride format